(E)-3-(6-aminopyridin-3-yl)-N-((5-(4-(4,4-difluoropiperidine-1-carbonyl)phenyl)-7-(4-(trifluoromethyl)phenyl)benzofuran-2-yl)methyl)acrylamide NC1=CC=C(C=N1)/C=C/C(=O)NCC=1OC2=C(C1)C=C(C=C2C2=CC=C(C=C2)C(F)(F)F)C2=CC=C(C=C2)C(=O)N2CCC(CC2)(F)F